(R)-4-(2-hydroxypropan-2-yl)-5-methyl-N'-((3-methyl-1,2,3,5,6,7-hexahydro-s-indacen-4-yl)carbamoyl)furan-2-sulfonimidamide OC(C)(C)C=1C=C(OC1C)[S@@](=O)(N)=NC(NC1=C2C(CCC2=CC=2CCCC12)C)=O